OCC=1SC2=C(N(C=3C(N(N=CC32)CC=3C=NC=CC3)=O)C)N1 2-(hydroxymethyl)-4-methyl-6-(pyridin-3-ylmethyl)-4H-thiazolo[5',4':4,5]Pyrrolo[2,3-d]Pyridazin-5(6H)-one